((1-Aminoisoquinolin-6-yl)methyl)-4-methyl-5-((4-(pyridin-4-yl)-1,4-diazepan-1-yl)methyl)thiophene-2-carboxamide NC1=NC=CC2=CC(=CC=C12)CC1=C(SC(=C1C)CN1CCN(CCC1)C1=CC=NC=C1)C(=O)N